C1CN(CCC12CCNCC2)CC#CC2=CC=C(C=C2)N2C(NC(CC2)=O)=O 1-(4-(3-(3,9-diazaspiro[5.5]undecan-3-yl)prop-1-yn-1-yl)phenyl)dihydropyrimidine-2,4(1H,3H)-dione